4-bromo-1-(1-(3-chlorophenyl)-2-(cyclopropyl(methyl)amino)ethyl)pyridin-2(1H)-one BrC1=CC(N(C=C1)C(CN(C)C1CC1)C1=CC(=CC=C1)Cl)=O